4-methyl-N-(2-methyl-4-phenylbut-3-yn-2-yl)benzamide CC1=CC=C(C(=O)NC(C)(C#CC2=CC=CC=C2)C)C=C1